6-chloro-3-[[(1R)-1-[3,6-dimethyl-4-oxo-2-(1H-pyrazol-4-yl)benzopyran-8-yl]ethyl]amino]pyridine-2-carbonitrile ClC1=CC=C(C(=N1)C#N)N[C@H](C)C1=CC(=CC=2C(C(=C(OC21)C=2C=NNC2)C)=O)C